FC(C(=O)O)(F)F.FC(C=1C=C(C=CC2CNCC2)C=CC1)(F)F 3-(3-(trifluoromethyl)styryl)pyrrolidine 2,2,2-trifluoroacetate